tert-butyl N-[3-(3-chloro-4-cyano-phenoxy)-2,2,4,4-tetramethyl-cyclobutyl]carbamate ClC=1C=C(OC2C(C(C2(C)C)NC(OC(C)(C)C)=O)(C)C)C=CC1C#N